5-(2-(4-(dimethylamino)benzamido)ethyl)-N-hydroxyisoxazole-3-carboxamide CN(C1=CC=C(C(=O)NCCC2=CC(=NO2)C(=O)NO)C=C1)C